methyl 6-fluoro-2-(4-fluorophenyl)-3-(3-methylbutanoyl)-1H-indole-4-carboxylate FC=1C=C(C=2C(=C(NC2C1)C1=CC=C(C=C1)F)C(CC(C)C)=O)C(=O)OC